CN1N=C(C=C1)C#CC=1C=NC=CC1C=1C(=C2N(CCNC2=O)C1)NC1=CC=CC=C1 7-(3-((1-methyl-1H-pyrazol-3-yl)ethynyl)pyridin-4-yl)-8-(phenylamino)-3,4-dihydropyrrolo[1,2-a]pyrazin-1(2H)-one